2-(1H-imidazol-1-yl)-N-((2S,3S)-2-methyltetrahydrofuran-3-yl)isonicotinamide N1(C=NC=C1)C=1C=C(C(=O)N[C@@H]2[C@@H](OCC2)C)C=CN1